C(C=C)[W] allyltungsten